N-(benzo[d]thiazol-2-yl)-2-((3-cyano-4,6-bis(trifluoromethyl)pyridin-2-yl)amino)acetamide S1C(=NC2=C1C=CC=C2)NC(CNC2=NC(=CC(=C2C#N)C(F)(F)F)C(F)(F)F)=O